N-(1-((3,4-dichloro-2-fluorophenyl)amino)isoquinolin-7-yl)-4-(piperidin-1-yl)butanamide ClC=1C(=C(C=CC1Cl)NC1=NC=CC2=CC=C(C=C12)NC(CCCN1CCCCC1)=O)F